CN(C1CCN(CC1)C1=NC=C(C=C1NS(=O)(=O)C1CC1)C1=CC=2C3=C(C=NC2C=C1)N(C(C31CCC1)=O)C)C N-(2-(4-(Dimethyl-amino)piperidin-1-yl)-5-(3'-methyl-2'-oxo-2',3'-dihydro-spiro[cyclobutane-1,1'-pyrrolo[2,3-c]quinolin]-8'-yl)pyridin-3-yl)cyclopropanesulfonamide